COC(=O)C=1N(C2=CC=C(C(=C2C1C)C=1C(=NN2C1CCCC2)CCl)Cl)CCC(=O)OC 5-chloro-4-(2-(chloromethyl)-4,5,6,7-tetrahydropyrazolo[1,5-a]pyridin-3-yl)-1-(3-methoxy-3-oxopropyl)-3-methyl-1H-indole-2-carboxylic acid methyl ester